COC(=O)C=1C=C(OCCCC(=O)NCC(=O)O)C=CC1 (4-(3-(methoxycarbonyl)phenoxy)butanoyl)glycine